N-(2-hydroxyethyl)pyridine chloride [Cl-].OCCN1CC=CC=C1